8-hydroxy-N6-methyladenosine OC=1N([C@H]2[C@H](O)[C@H](O)[C@@H](CO)O2)C=2N=CN=C(C2N1)NC